2-(2-methoxy-6-methylphenyl)-6,7-dihydro-pyrazolo[1,5-a]pyrimidin-5(4H)-one COC1=C(C(=CC=C1)C)C1=NN2C(NC(CC2)=O)=C1